(S)-4-((1-(8-(benzo[c][1,2,5]thiadiazol-5-yl)-4-chloro-1-oxo-2-phenyl-1,2-dihydroisoquinolin-3-yl)ethyl)amino)pyrido[2,3-d]pyrimidin-5(8H)-one N=1SN=C2C1C=CC(=C2)C=2C=CC=C1C(=C(N(C(C21)=O)C2=CC=CC=C2)[C@H](C)NC=2C1=C(N=CN2)NC=CC1=O)Cl